CC(CCCCC)(OP(O)(O)=O)C Dimethyl-hexyl-phosphoric acid